(S)-3-chloro-1-phenylpropane-1-ol ClCC[C@H](O)C1=CC=CC=C1